C1(CCCCC1)C=1C=C(C(=CC1O)C)C(C1=CC(=C(C=C1)O)O)C1=CC(=C(C=C1C)O)C1CCCCC1 bis(3-cyclohexyl-4-hydroxy-6-methylphenyl)-3,4-dihydroxyphenyl-methane